1-[(R)-amino-(4-fluorophenyl)methyl]cyclopropanol N[C@@H](C1(CC1)O)C1=CC=C(C=C1)F